FC1=C(C(=CC=C1)F)C1=NC=2C=CNC(C2C(=C1)NC1=CC=C(C=N1)C(C(=O)N(C)CC)(C)C)=O 2-[6-[[2-(2,6-difluoro-phenyl)-5-oxo-6H-1,6-naphthyridin-4-yl]amino]-3-pyridyl]-N-ethyl-N,2-dimethyl-propanamide